aluminum tri-isobutoxide CC(C)C[O-].CC(C)C[O-].CC(C)C[O-].[Al+3]